6-(3-((Benzyloxy)methyl)-4-ethyl-5-oxo-4,5-dihydro-1H-1,2,4-triazol-1-yl)-7-fluoro-4-isopropyl-2-(o-tolyl)phthalazin-1(2H)-one C(C1=CC=CC=C1)OCC1=NN(C(N1CC)=O)C=1C=C2C(=NN(C(C2=CC1F)=O)C1=C(C=CC=C1)C)C(C)C